5-bromo-6-fluoro-2-methylbenzo[d]oxazole BrC=1C(=CC2=C(N=C(O2)C)C1)F